(S)-4-(5-(5-fluoro-2-methoxypyridin-4-yl)-1H-pyrazole-3-carbonyl)-N-((S)-1-(hydroxymethyl)-3-methyl-2-oxabicyclo[2.1.1]hexane-4-yl)-4-azaspiro[2.5]octane-7-carboxamide FC=1C(=CC(=NC1)OC)C1=CC(=NN1)C(=O)N1C2(CC2)C[C@H](CC1)C(=O)NC12[C@@H](OC(C1)(C2)CO)C